N-((3-bromo-5-fluoropyridin-4-yl)carbamothioyl)benzamide BrC=1C=NC=C(C1NC(=S)NC(C1=CC=CC=C1)=O)F